ClC1=C(C=CC=C1NC(=O)C1=NN2C(C(CCC2)NCC(=O)O)=C1)C1=C(C(=CC=C1)NC(C1=NC=C(C=C1F)CN1C[C@@H](CC1)O)=O)Cl 2-((2-((2,2'-dichloro-3'-(3-fluoro-5-(((R)-3-hydroxypyrrolidin-1-yl)methyl)picolinamido)-[1,1'-biphenyl]-3-yl)carbamoyl)-4,5,6,7-tetrahydropyrazolo[1,5-a]pyridin-4-yl)amino)acetic acid